OC1=C(C(=O)O)C(=CC(=C1)OC)\C=C\C1CCN(CC1)C(C1=CC=CC=C1)=O (E)-2-hydroxy-4-methoxy-6-[2-(1-benzoylpiperidin-4-yl)ethenyl]benzoic acid